C(CCCCCCCCC)O 1-decyl alcohol